4-[(4-cyclohexylphenyl)amino]-2-{methyl[2-(pyridin-2-yl)ethyl]amino}-6-(propan-2-yl)-5,6-dihydro-7H-pyrrolo[3,4-d]pyrimidin-7-one C1(CCCCC1)C1=CC=C(C=C1)NC=1C2=C(N=C(N1)N(CCC1=NC=CC=C1)C)C(N(C2)C(C)C)=O